4-nitrophenylcarbonochloridate [N+](=O)([O-])C1=CC=C(C=C1)OC(=O)Cl